COC(=O)C1CC2=C(OC=3C1=NC=CC3)C=CC=C2.[N+](=O)([O-])C2=C(N)C=C(C=C2)SC2=CC=C(C=C2)N2CCSCC2 2-nitro-5-((4-thiomorpholinophenyl)thio)aniline methyl-10,11-dihydrobenzo[6,7]oxepino[3,2-b]pyridine-11-carboxylate